4-(5-((2,4-dimethylpyridin-3-yl)oxy)-1-(2-hydroxy-2-methylpropyl)-3-methyl-1H-indazol-6-yl)-N-ethyl-6-methyl-7-oxo-6,7-dihydro-1H-pyrrolo[2,3-c]pyridine-2-carboxamide CC1=NC=CC(=C1OC=1C=C2C(=NN(C2=CC1C=1C2=C(C(N(C1)C)=O)NC(=C2)C(=O)NCC)CC(C)(C)O)C)C